8-(4-(difluoromethoxy)phenyl)-2-ethoxy-7-methoxy-1,6-naphthyridine FC(OC1=CC=C(C=C1)C=1C(=NC=C2C=CC(=NC12)OCC)OC)F